4-(5-(2-chloro-3-fluoropyridin-4-yl)-7H-pyrrolo[2,3-d]pyrimidin-4-yl)morpholine ClC1=NC=CC(=C1F)C1=CNC=2N=CN=C(C21)N2CCOCC2